CC1=NN(C(=C1)C)C=1N=C(C2=C(N1)N(C=C2)C)NC2=CC=C(C=C2)Br 2-(3,5-dimethyl-1H-pyrazol-1-yl)-7-methyl-N-(4-bromophenyl)-7H-pyrrolo[2,3-d]pyrimidin-4-amine